C(C)N(CCNC(=O)C=1C(=C(NC1C)\C=C\1/C(N(C2=CC=C(C=C12)F)C(=O)N[C@@H](CCCCN)C(=O)OC)=O)C)CC methyl (Z)-(3-((4-((2-(diethylamino)ethyl)carbamoyl)-3,5-dimethyl-1H-pyrrol-2-yl)methylene)-5-fluoro-2-oxoindoline-1-carbonyl)-L-lysinate